C(C)(C)(C)N(C(O)=O)C1=CC(=CC=C1)CO.ClCCN1CCN(CC1)CCCl 1,4-bis(2-chloroethyl)piperazine tert-butyl-[3-(hydroxymethyl)phenyl]carbamate